OCCN(CCN1N=C(C=C1)S(=O)(=O)N(CC1=CC=C(C=C1)OC)CC1=CC=C(C=C1)OC)C 1-(2-((2-hydroxyethyl)(methyl)amino)ethyl)-N,N-bis(4-methoxybenzyl)-1H-pyrazole-3-sulfonamide